C(C1=CC=CC=C1)SC1=CC(=C(C=C1)NC([C@H](CC1=CC=CC=C1)NC(C1=CC=C(C=C1)F)=O)=O)OC (S)-N-(1-(4-(benzylsulfanyl)-2-methoxyphenylamino)-1-oxo-3-phenylprop-2-yl)-4-fluorobenzamide